2-((6-isopropyl-4-(1H-pyrazol-1-yl)pyridin-2-yl)oxy)-9-(pyridin-2-yl)-9H-carbazole C(C)(C)C1=CC(=CC(=N1)OC1=CC=2N(C3=CC=CC=C3C2C=C1)C1=NC=CC=C1)N1N=CC=C1